OC(CC1=CNC(O1)=O)CNC1=CC(=CC=C1)OC1=CC=CC=C1 5-[2-hydroxy-3-(3-phenoxyphenylamino)propyl]-1,3-oxazol-2(3H)-one